2-([1,1'-biphenyl]-3-yl)pyridine C1(=CC(=CC=C1)C1=NC=CC=C1)C1=CC=CC=C1